C(#N)C=1N=C(OC1)C1=C2C=C(N=CC2=C(N=C1)NC)NC(=O)C1CC1 N-(5-(4-cyanooxazol-2-yl)-8-(methylamino)-2,7-naphthyridin-3-yl)cyclopropanecarboxamide